4-CYANOPYRIDINE-2-BORONIC ACID C(#N)C1=CC(=NC=C1)B(O)O